4-(2-(4-chloro-2-fluorophenyl)-2-methyl-2,3-dihydrobenzofuran-7-yl)piperidine ClC1=CC(=C(C=C1)C1(OC2=C(C1)C=CC=C2C2CCNCC2)C)F